NCC1=C(NCC2=COC=C2)C=CC=C1 2-(aminomethyl)-N-(furan-3-ylmethyl)aniline